(R)-4-((R)-8-methyl-3-(trifluoromethyl)-5,6-dihydroimidazo[1,5-a]pyrazin-7(8H)-yl)-4-oxo-1-(2,4,5-trifluorophenyl)butan-2-ylcarbamic acid tert-butyl ester C(C)(C)(C)OC(N[C@H](CC1=C(C=C(C(=C1)F)F)F)CC(=O)N1[C@@H](C=2N(CC1)C(=NC2)C(F)(F)F)C)=O